C(C)(C)(C)[Li] tert-butyllithium